The molecule is a dinucleotide comprising adenosine and guanosine connected by a 3'->5 linkage and with a phosphoric group at the 5'-terminus; major species at pH 7.3. C1=NC(=C2C(=N1)N(C=N2)[C@H]3[C@@H]([C@@H]([C@H](O3)COP(=O)([O-])[O-])OP(=O)([O-])OC[C@@H]4[C@H]([C@H]([C@@H](O4)N5C=NC6=C5N=C(NC6=O)N)O)O)O)N